6-bromo-2,3-dihydrobenzothiophene BrC1=CC2=C(CCS2)C=C1